5-((2-(4-((3-chloro-5-(cyanomethyl)benzyl)amino)butoxy)ethyl)amino)benzo[c][2,6]naphthyridine ClC=1C=C(CNCCCCOCCNC2=NC3=C(C4=CN=CC=C24)C=CC=C3)C=C(C1)CC#N